S(CCC(=O)O)CCC(=O)O.S(CCC(=O)OCCCCCCCCCCCCC)CCC(=O)OCCCCCCCCCCCCC ditridecyl (3,3'-thiodipropionate) thiodipropionate